(R)-N-ethyl-5-fluoro-N-isopropyl-2-((5-(2-(1-(isopropylamino)-4-methylpentan-3-yl)-2,6-diazaspiro[3.4]octan-6-yl)-1,2,4-triazin-6-yl)oxy)benzamide C(C)N(C(C1=C(C=CC(=C1)F)OC1=C(N=CN=N1)N1CC2(CN(C2)[C@H](CCNC(C)C)C(C)C)CC1)=O)C(C)C